tert-butyl 2-hydroxy-6-azaspiro[3.4]octane-6-carboxylate OC1CC2(C1)CN(CC2)C(=O)OC(C)(C)C